tert-butyl-N-[5-[[2-[(2R,5R)-2,5-dimethyl-1-piperidyl]-2-oxo-acetyl]amino]-3-methyl-2-pyridyl]carbamate C(C)(C)(C)OC(NC1=NC=C(C=C1C)NC(C(=O)N1[C@@H](CC[C@H](C1)C)C)=O)=O